BrC=1N=C2COCCN2C1 2-bromo-5,6-dihydro-8H-imidazo[2,1-c][1,4]oxazine